C/C(/C(=O)OCC)=C\CC (E)-ethyl 2-methyl-2-pentenoate